N-phenyl-4-bromo-N-(4-vinyl-phenyl)aniline C1(=CC=CC=C1)N(C1=CC=C(C=C1)Br)C1=CC=C(C=C1)C=C